CC=1C=C(C=C(C1C)NC1=NC=CC=C1C1=C2N=CN(C2=NC=N1)C1OCCCC1)NC(C1=NC=CC(=C1)C(F)(F)F)=O N-(3,4-dimethyl-5-((3-(9-(tetrahydro-2H-pyran-2-yl)-9H-purin-6-yl)pyridin-2-yl)amino)phenyl)-4-(trifluoromethyl)picolinamide